C12N(CC(NC1)CC2)C2=C1CN(C(C1=C(C=C2)F)=O)C2C(NC(CC2)=O)=O 3-(4-(2,5-diazabicyclo[2.2.2]octan-2-yl)-7-fluoro-1-oxoisoindolin-2-yl)piperidine-2,6-dione